2-(2-(2-(2-((2-(2,6-dioxopiperidin-3-yl)-1,3-dioxoisoindolin-4-yl)amino)ethoxy)ethoxy)ethoxy)ethyl methanesulfonate CS(=O)(=O)OCCOCCOCCOCCNC1=C2C(N(C(C2=CC=C1)=O)C1C(NC(CC1)=O)=O)=O